[Na+].[O-]P([O-])(=O)OP(=O)([O-])[O-].[Fe+3] Ferric pyrophosphate sodium